1-(4-(1,2,4,5-tetrazin-3-yl)phenyl)-N,N-dimethyl-3,19-dioxo-N-((4,4,5,5-tetramethyl-1,3,2-dioxaborolan-2-yl)methyl)-6,9,12,15-tetraoxa-2,18-diazahenicosan-21-aminium N1=NC(=NN=C1)C1=CC=C(C=C1)CNC(CCOCCOCCOCCOCCNC(CC[N+](CB1OC(C(O1)(C)C)(C)C)(C)C)=O)=O